bis-Diethylaminosilane C(C)N(CC)[SiH2]N(CC)CC